C(C)(C)(C)OC(=O)N1CCCC2=CC=C(N=C12)CCC(=O)N1C[C@@H]2C([C@@H]2C1)NC(CC(=O)OCC)C1=CC=CC=C1 7-(3-((1R,5S,6S)-6-((3-ethoxy-3-oxo-1-phenylpropyl)amino)-3-azabicyclo[3.1.0]Hex-3-yl)-3-oxopropyl)-3,4-dihydro-1,8-naphthyridine-1(2H)-carboxylic acid tert-butyl ester